CC1=C(C=C(C=C1)NC(=O)C1=NC=CC(=C1)C(F)(F)F)C1=CC2=C(N=C(N=C2)NC2=NC=CC=C2)N2C1=NCC2 N-(4-methyl-3-(2-(pyridin-2-ylamino)-8,9-dihydroimidazo[1',2':1,6]pyrido[2,3-d]pyrimidin-6-yl)phenyl)-4-(trifluoromethyl)pyridineamide